6-methyl-N-(3-phenylpropyl)-2-(prop-1-en-2-yl)thieno[2,3-d]pyrimidin-4-amine CC1=CC2=C(N=C(N=C2NCCCC2=CC=CC=C2)C(=C)C)S1